[(([(2R,3S,4R,5R)-5-[6-(cyclopentylamino)-2-chloro-9H-purin-9-yl]-3,4-dihydroxyoxolan-2-yl]methoxy)(hydroxy)phosphoryl)methyl]phosphonic acid C1(CCCC1)NC1=C2N=CN(C2=NC(=N1)Cl)[C@H]1[C@@H]([C@@H]([C@H](O1)COP(=O)(O)CP(O)(O)=O)O)O